C(C)C1=C(C(=O)[O-])C=C(C(=C1O)O)O Ethylgallate